C1OCC[C@H]2[C@@H]1C[C@]1(CCCN21)C(=O)OC(C)(C)C tert-butyl (4aS,8aR,9aS)-hexahydro-1H,3H-pyrano[3,4-b]pyrrolizine-8a(6H)-carboxylate